3-(8-(4-((1R,5S)-3,8-diazabicyclo[3.2.1]octan-3-yl)-8-fluoro-2-((tetrahydro-1H-pyrrolizin-7a(5H)-yl)methoxy)pyrido[4,3-d]pyrimidin-7-yl)naphthalen-1-yl)prop-2-yn-1-amine [C@H]12CN(C[C@H](CC1)N2)C=2C1=C(N=C(N2)OCC23CCCN3CCC2)C(=C(N=C1)C=1C=CC=C2C=CC=C(C12)C#CCN)F